(3R,4S)-1-{4-[(8-{3-[(ethanesulfonyl)meth-yl]azetidin-1-yl}-5-(propan-2-yl)isoquinolin-3-yl)amino]pyrimidin-2-yl}-3-fluoro-4-methylpiperidin-4-ol C(C)S(=O)(=O)CC1CN(C1)C=1C=CC(=C2C=C(N=CC12)NC1=NC(=NC=C1)N1C[C@H]([C@](CC1)(O)C)F)C(C)C